N-(3-(4-acetylpiperazin-1-yl)phenyl)-5-(5-chloroisoindolin-2-yl)-3-isopropyl-7-(1H-pyrazol-4-yl)pyrazolo[1,5-a]pyrimidine-2-carboxamide C(C)(=O)N1CCN(CC1)C=1C=C(C=CC1)NC(=O)C1=NN2C(N=C(C=C2C=2C=NNC2)N2CC3=CC=C(C=C3C2)Cl)=C1C(C)C